C(C(C)C)N1CCN(CC1)C1=CN=C(S1)C1=NNC(=C1C(C)C)C=1C=C(C=2N(C1)N=CN2)OC 5-(4-isobutylpiperazin-1-yl)-2-(4-isopropyl-5-(8-methoxy-[1,2,4]triazolo[1,5-a]pyridin-6-yl)-1H-pyrazol-3-yl)thiazole